2-(((tert-butyldimethylsilyl)oxy)methyl)-1-(4-nitrophenyl)-1H-imidazole [Si](C)(C)(C(C)(C)C)OCC=1N(C=CN1)C1=CC=C(C=C1)[N+](=O)[O-]